C1(CC1)C(CCCCN1CCN(CC1)C(=O)OC(C)(C)C)OC1=C(C=C(C=C1)S(=O)(=O)CC)C=1C2=C(C(N(C1)C)=O)NC=C2 tert-butyl 4-[5-cyclopropyl-5-[4-ethylsulfonyl-2-(6-methyl-7-oxo-1H-pyrrolo[2,3-c]pyridin-4-yl)phenoxy]pentyl]piperazine-1-carboxylate